C(C1=CC=CC=C1)(C1=CC=CC=C1)C1=NOC(=N1)[C@H](C)NC(=O)C1=NC=CC(=C1CC(=O)O)OC.C1(CCCC1)P(CCCCCCCC)CCCCCCCC cyclopentyl-dioctylphosphine (S)-2-((1-(3-benzhydryl-1,2,4-oxadiazol-5-yl)ethyl)carbamoyl)-4-methoxypyridin-3-yl-acetate